C(C)N(CC)CC1=CC=C(C=C1)C[C@@H](C(=O)NC1=CC=C(C=C1)C(NO)=O)NC(\C=C\C1=CC=CC=C1)=O (2S)-3-[4-(diethylaminomethyl)phenyl]-N-[4-(hydroxycarbamoyl)phenyl]-2-[[(E)-3-phenylprop-2-enoyl]amino]propanamide